2-(trifluoro-methyl)acrylic acid FC(C(C(=O)O)=C)(F)F